tert-butyl (S)-6-(2-(benzyloxy)-1-cyclopentyl-2-oxoethyl)-2,6-diazaspiro[3.5]nonane-2-carboxylate C(C1=CC=CC=C1)OC([C@H](C1CCCC1)N1CC2(CN(C2)C(=O)OC(C)(C)C)CCC1)=O